γ-cholesterol C[C@H](CCCC(C)C)[C@H]1CC[C@@H]2[C@@]1(CC[C@H]3C2=CC[C@@H]4[C@@]3(CC[C@@H](C4)O)C)C